NC1=NC=CC(=C1Cl)SC=1C=CC=2C(=NC=C(N2)N2CCC3(CC2)[C@H](C=2C(=NC=C(C2)OC)C3)N)N1 (R)-1'-(6-((2-amino-3-chloropyridin-4-yl)thio)pyrido[2,3-b]pyrazin-2-yl)-3-methoxy-5,7-dihydrospiro[cyclopenta[b]pyridin-6,4'-piperidin]-5-amine